5-(4-hydroxypiperidin-1-yl)-N-(4-(2-(methoxymethyl)phenyl)thiazol-2-yl)picolinamide OC1CCN(CC1)C=1C=CC(=NC1)C(=O)NC=1SC=C(N1)C1=C(C=CC=C1)COC